C(C)(C)C1=C2C=C(N=CC2=CC=N1)NC1CCN(CC1)S(=O)(=O)C 5-isopropyl-N-(1-(methylsulfonyl)piperidin-4-yl)-2,6-naphthyridin-3-amine